BrC=1C(NC(=NC1C(F)(F)F)C)=O 5-bromo-2-methyl-6-(trifluoromethyl)-pyrimidin-4(3H)-one